N-(3-oxo-5-(trifluoromethyl)cyclohex-1-en-1-yl)-4-(trifluoromethyl)benzamide O=C1C=C(CC(C1)C(F)(F)F)NC(C1=CC=C(C=C1)C(F)(F)F)=O